1-(amino(piperidin-4-yl)methyl)naphthalene-2-ol NC(C1=C(C=CC2=CC=CC=C12)O)C1CCNCC1